1,1-dimethyl-3-hydroxyethyl-9'-methoxy-spiro[benz[e]-indoline-2,3'-[3H]-naphtho[2,1-b][1,4]oxazine] CC1(C=2C3=C(C=CC2N(C12C=NC1=C(O2)C=CC2=CC=C(C=C21)OC)CCO)C=CC=C3)C